ClC=1C=C(C=CC1)COC(=O)N[C@@H](CC1CCCCC1)C(=O)O N-{[(3-chlorophenyl)methoxy]carbonyl}-3-cyclohexyl-L-alanine